2-methyl-4-phenoxybenzenesulfonic acid CC1=C(C=CC(=C1)OC1=CC=CC=C1)S(=O)(=O)O